6-Oxotridecanoate O=C(CCCCC(=O)[O-])CCCCCCC